N(=C=S)CCCCP(OCC)(OCC)=O Diethyl (4-isothiocyanatobutyl)phosphonate